(S)-1-(4-(3-((1r,3r,5S,7S)-3,5-dimethyladamantan-1-yl)ureido)-3-fluorobenzyl)piperidine-3-carboxamide C[C@]12CC3(CC(C[C@@](C1)(C3)C)C2)NC(NC2=C(C=C(CN3C[C@H](CCC3)C(=O)N)C=C2)F)=O